C(C)(C)C1(CC=[NH+]C=C1)C(C1=CC=CC=C1)C1=CC=CC=C1 4-isopropyl-4-diphenylmethyl-pyridinium